S1CCC2(C3=CC=CC=C13)N=C1N(C=CC=C1)C2 3H-spiro[imidazo[1,2-a]pyridine-2,4'-thiochromane]